6-Bromo-8-[trans-4-(tert-butoxycarbonylamino-methyl)-cyclohexylamino]-imidazo[1,2-a]pyrazine-2-carboxylic acid ethyl ester C(C)OC(=O)C=1N=C2N(C=C(N=C2N[C@@H]2CC[C@H](CC2)CNC(=O)OC(C)(C)C)Br)C1